tert-Butyl (2-(2-(2-((3-(2-(2,6-dioxopiperidin-3-yl)-1,3-dioxoisoindolin-4-yl)prop-2-yn-1-yl)oxy)ethoxy)ethoxy)ethyl)carbamate O=C1NC(CCC1N1C(C2=CC=CC(=C2C1=O)C#CCOCCOCCOCCNC(OC(C)(C)C)=O)=O)=O